7-((S)-4-acryloyl-2-methylpiperazin-1-yl)-9-chloro-10-(2,4-difluorophenyl)-2,3-dihydro-5H-[1,4]thiazino[2,3,4-ij]quinazolin-5-one C(C=C)(=O)N1C[C@@H](N(CC1)C1=NC(N2C3=C(C(=C(C=C13)Cl)C1=C(C=C(C=C1)F)F)SCC2)=O)C